cobalt (2,2-dimethyl-3-decayne) CC(C)(C#CCCCCCC)C.[Co]